NC=1SC2=C(N1)C=CN2C(=O)OC(C)(C)C tert-butyl 2-amino-4H-pyrrolo[3,2-d]thiazole-4-carboxylate